FC=1C(=C2CN(CC2=CC1)C)N1N=C2C(=CC1=O)NN=C2C2=CC=C(C=C2)N2CCN(CC2)C 5-(5-Fluoro-2-methylisoindolin-4-yl)-3-(4-(4-methylpiperazin-1-yl)phenyl)-1H-pyrazolo[4,3-c]pyridazin-6(5H)-on